FC1=C(C(=CC=C1)C)N1N=C2C(=CC1=O)NN=C2C=2C=NN(C2)C 5-(2-fluoro-6-methylphenyl)-3-(1-methyl-1H-pyrazol-4-yl)-1H-pyrazolo[4,3-c]pyridazin-6(5H)-one